diglycerin tetrabehenate C(CCCCCCCCCCCCCCCCCCCCC)(=O)O.C(CCCCCCCCCCCCCCCCCCCCC)(=O)O.C(CCCCCCCCCCCCCCCCCCCCC)(=O)O.C(CCCCCCCCCCCCCCCCCCCCC)(=O)O.OCC(O)CO.OCC(O)CO